1-Benzyl-5-(3,5-bistrifluoromethylphenyl)-3-(2,2,3,3,4,4,5,5,6,6,7,7,8,8,9,9,9-heptadecafluorononanyl)-3,4-dimethyl-1,3-dihydro-2H-pyrrol-2-one C(C1=CC=CC=C1)N1C(C(C(=C1C1=CC(=CC(=C1)C(F)(F)F)C(F)(F)F)C)(C)CC(C(C(C(C(C(C(C(F)(F)F)(F)F)(F)F)(F)F)(F)F)(F)F)(F)F)(F)F)=O